C(C)N1C2=CC=C(C=C2C=2C=C(C=CC12)C(C)=O)C(C1=C(C=CC=C1)CCCC)=O 1-[9-ethyl-6-(2-butylbenzoyl)-9H-carbazol-3-yl]ethanone